C(C)(C)(C)OC(=O)N1CC(C1)C1=NN(C2=NC=CC(=C21)N2CC(C2)(F)C(N)=O)C2=CC=C(C=C2)OC(F)(F)F 3-(4-(3-carbamoyl-3-fluoroazetidin-1-yl)-1-(4-(trifluoromethoxy)phenyl)-1H-pyrazolo[3,4-b]pyridin-3-yl)azetidine-1-carboxylic acid tert-butyl ester